vinyl-potassium tetrafluoroborate salt F[B-](F)(F)F.C(=C)[K]